2-Ethyl-3-{[4-(4-fluoro-phenyl)-thiazol-2-yl]-methyl-amino}-imidazo[1,2-a]pyridine-6-carboxylic acid methyl ester COC(=O)C=1C=CC=2N(C1)C(=C(N2)CC)N(C)C=2SC=C(N2)C2=CC=C(C=C2)F